3-methyl-4-morpholinobenzene-1,2-diamine CC1=C(C(=CC=C1N1CCOCC1)N)N